BrC=1C(=C(O[C@H](CCC2CCNCC2)C)C=CC1)C 4-[(3S)-3-(3-bromo-2-methyl-phenoxy)butyl]piperidine